C(CCCCCCCCC)C(CO)CCCCCCCC 2-decyldecanol